C(C)(C)(C)OC(=O)N1[C@@H](CCC1)C(N(C)C1=C(C=CC(=C1)C)CC=C)=O.NC=1C=C(OC2=CC=C(C(=O)C3=CC(=CC=C3)C(C3=CC=C(C=C3)OC3=CC(=CC=C3)N)=O)C=C2)C=CC1 1,3-bis[4-(3-aminophenoxy)benzoyl]benzene tert-butyl-(S)-2-((2-allyl-5-methylphenyl)(methyl)carbamoyl)pyrrolidine-1-carboxylate